trans-tert-butyl(3-((6-(2-ethyl-5-fluoro-4-hydroxyphenyl)imidazo[1,5-a]pyridin-8-yl)oxy)cyclobutyl)carbamate C(C)(C)(C)OC(N[C@@H]1C[C@H](C1)OC=1C=2N(C=C(C1)C1=C(C=C(C(=C1)F)O)CC)C=NC2)=O